C(C)(=O)NC(C(=O)N1[C@@H]([C@H]2C([C@H]2C1)(C)C)C(=O)N[C@@H](C[C@H]1C(NCCC1)=O)C#N)CC(C(F)(F)F)C (1R,2S,5S)-3-(2-acetamido-5,5,5-trifluoro-4-methylpentanoyl)-N-((S)-1-cyano-2-((S)-2-oxopiperidin-3-yl)ethyl)-6,6-dimethyl-3-azabicyclo[3.1.0]hexane-2-carboxamide